N1C(=NC2=C1C=CC=C2)NC(CCNC(C)=O)C2=CC(=CC=C2)C(F)(F)F (-)-N-{3-[(1H-1,3-Benzodiazol-2-yl)amino]-3-[3-(trifluoromethyl)phenyl]propyl}acetamide